N-(5-(2-(2,6-dioxopiperidin-3-yl)-1-oxoisoindolin-4-yl)pent-4-yn-1-yl)-3-methoxy-4-nitrobenzamide O=C1NC(CCC1N1C(C2=CC=CC(=C2C1)C#CCCCNC(C1=CC(=C(C=C1)[N+](=O)[O-])OC)=O)=O)=O